2-(trimethylsilyl)ethyl (S)-2-(2-chloro-3-(1-((5-formyl-6-methoxy-3-(trifluoromethyl)pyridin-2-yl)oxy)-2,3-dihydro-1H-inden-4-yl)phenyl)-7,8-dihydro-1,6-naphthyridine-6(5H)-carboxylate ClC1=C(C=CC=C1C1=C2CC[C@@H](C2=CC=C1)OC1=NC(=C(C=C1C(F)(F)F)C=O)OC)C1=NC=2CCN(CC2C=C1)C(=O)OCC[Si](C)(C)C